O[C@H](C(=O)N1CCN(CC1)C1=CC=C(C=C1)C1=CC(=CC=2N1C(=CN2)C#N)C=2C=NN(C2)C)CC2=CC=CC=C2 (S)-5-(4-(4-(2-hydroxy-3-phenylpropanoyl)piperazin-1-yl)phenyl)-7-(1-methyl-1H-pyrazol-4-yl)imidazo[1,2-a]pyridine-3-carbonitrile